(S)-3-nitro-N-(2-((1-(4-(thiophen-2-yl)phenyl)ethyl)amino)pyrimidin-4-yl)benzenesulfonamide [N+](=O)([O-])C=1C=C(C=CC1)S(=O)(=O)NC1=NC(=NC=C1)N[C@@H](C)C1=CC=C(C=C1)C=1SC=CC1